NC1=CC=C(C=C1)NC=1N=CC2=C(N1)OC(C(=C2)C2=C(C=CC=C2Cl)Cl)=O 2-((4-aminophenyl)amino)-6-(2,6-dichlorophenyl)-7H-pyrano[2,3-d]pyrimidin-7-one